O1[C@@H]([C@@H]([C@H](C2=CC=CC=C12)O)O)C1=CC=CC=C1 (2R,3R,4S)-flavan-3,4-diol